2,2-difluoro-2-(4-fluoro-2-(trifluoromethoxy)phenyl)acetic acid FC(C(=O)O)(C1=C(C=C(C=C1)F)OC(F)(F)F)F